C(#N)C1=C(C=CC=C1F)C1=NC=2N(C(=C1)C)N(CC2)[C@H](C(F)(F)F)C (S)-5-(2-cyano-3-fluorophenyl)-7-methyl-N-(1,1,1-trifluoropropan-2-yl)pyrazolo[1,5-a]Pyrimidine